BrC=1C=CC2=C(C(=N[C@H](C=3N2C(=NN3)SCCCN(C)C)CCC(=O)OC)C3=CC=CC=C3)C1 methyl (S)-3-(8-bromo-1-((3-(dimethylamino)propyl)thio)-6-phenyl-4H-benzo[f][1,2,4]triazolo[4,3-a][1,4]diazepin-4-yl)propionate